OC(C)(C)C1=CN=C(S1)[S@](=O)(N)=NC(NC1=C2C(=NC3=C1CCC3)C3(CC2)CC3)=O (S)-5-(2-Hydroxypropan-2-yl)-N'-((1',5',6',7'-tetrahydro-2'H-spiro[cyclopropane-1,3'-dicyclopenta[b,e]pyridin]-8'-yl)carbamoyl)thiazole-2-sulfonimidamide